methoxyl-pyrimidine tert-butyl-(R)-3-(4-((3-aminopyridin-2-yl)amino)-2-fluoro-N-(8-methylisoquinolin-1-yl)benzamido)piperidine-1-carboxylate C(C)(C)(C)OC(=O)N1C[C@@H](CCC1)N(C(C1=C(C=C(C=C1)NC1=NC=CC=C1N)F)=O)C1=NC=CC2=CC=CC(=C12)C.O(C)C1=NC=CC=N1